(Z)-N'-((5-(difluoromethyl)-1-methyl-1H-pyrazole-3-carbonyl)oxy)-2-(2-fluoro-6-methylphenyl)acetimidamide FC(C1=CC(=NN1C)C(=O)O\N=C(\CC1=C(C=CC=C1C)F)/N)F